((4-(2-(pyridin-4-ylamino)acetoxy)butyl)azanediyl)bis(hexane-6,1-diyl)bis(2-hexyldecanoate) N1=CC=C(C=C1)NCC(=O)OCCCCN(CCCCCCC(C(=O)[O-])(CCCCCCCC)CCCCCC)CCCCCCC(C(=O)[O-])(CCCCCCCC)CCCCCC